C(C)(C)(C)C1=C(C=O)C=C(C(=C1)C(C)(C)C)O 2,4-di-tert-butyl-5-hydroxybenzaldehyde